C1=NC=NC=2C=CC3=C(C=CNS3)C12 quinazolinothiazine